FC1([C@@H](CN(C1)C)NC1=NN2C(C(=N1)OC)=C(C=C2[2H])C=2C=CC1=C(N(N=N1)CCF)C2)F (R)-N-(4,4-difluoro-1-methylpyrrolidin-3-yl)-5-(1-(2-fluoroethyl)-1H-benzo[d][1,2,3]triazol-6-yl)-4-methoxypyrrolo[2,1-f][1,2,4]triazin-7-d-2-amine